Methyl {6-[4-Fluoro-2-(piperidin-4-yl)-1,3-benzothiazol-6-yl]-2-methylimidazo[1,2-b]pyridazin-8-yl}acetat FC1=CC(=CC2=C1N=C(S2)C2CCNCC2)C=2C=C(C=1N(N2)C=C(N1)C)CC(=O)OC